[N+](=O)([O-])C1=CC=C(C(=O)O[C@H]2C[C@@H](OCC2)C)C=C1 trans-2-methyltetrahydro-2H-pyran-4-yl 4-nitrobenzoate